tert-butyl 3-(((3-(dimethylamino)propyl)(3-((2-(4-methoxyphenyl)quinolin-4-yl)amino)propyl)amino)methyl)-azetidine-1-carboxylate CN(CCCN(CCCNC1=CC(=NC2=CC=CC=C12)C1=CC=C(C=C1)OC)CC1CN(C1)C(=O)OC(C)(C)C)C